Tert-butyl 3-(6-cyano-3-(3,5-difluoro-4-methoxyphenyl)-8-(6-methylpyridin-3-yl)-4-oxo-3,4-dihydroquinazolin-2-yl)piperidine-1-carboxylate C(#N)C=1C=C2C(N(C(=NC2=C(C1)C=1C=NC(=CC1)C)C1CN(CCC1)C(=O)OC(C)(C)C)C1=CC(=C(C(=C1)F)OC)F)=O